4-((2-(1H-pyrazol-4-yl)ethyl)amino)-5,6-dimethyl-N-(3,3,3-trifluoro-2-hydroxypropyl)pyrimidine-2-carboxamide N1N=CC(=C1)CCNC1=NC(=NC(=C1C)C)C(=O)NCC(C(F)(F)F)O